CC(=O)N[C@@H]1[C@H]([C@@H]([C@H](O[C@H]1OC[C@@H]2[C@@H]([C@@H]([C@H]([C@@H](O2)O[C@@H]3[C@H](O[C@H]([C@@H]([C@H]3O)NC(=O)C)O[C@H]4[C@H]([C@H](O[C@H]([C@@H]4O)O)CO)O)CO)O)O[C@H]5[C@@H]([C@H]([C@@H]([C@H](O5)CO)O[C@H]6[C@@H]([C@H]([C@H]([C@H](O6)CO)O)O)O)O)NC(=O)C)O)CO)O[C@H]7[C@@H]([C@H]([C@H]([C@H](O7)CO)O)O)O)O The molecule is a seven-membered branched glucosamine oligosaccharide consisting of beta-D-Galp-(1->4)-beta-D-GlcpNAc-(1->3)-beta-D-Galp-(1->4)-beta-D-GlcpNAc-(1->3)-beta-D-Galp having a beta-D-Galp-(1->4)-beta-D-GlcpNAc attached at the 6-position of the central galactosyl residue.